5-bromo-1,6-dimethylpyrazolo[4,3-b]pyridine BrC1=C(C=C2C(=N1)C=NN2C)C